1,4-DIBROMo-2,3-DICHLORoHEXAFLUORoBUTAN BrC(C(C(C(Br)(F)F)(Cl)F)(Cl)F)(F)F